C(O)(O)=O.[N+](=O)([O-])C1=CC=CC=C1.[N+](=O)([O-])C1=CC=CC=C1 di(p-nitrobenzene) carbonate